4-(4-Trifluoromethoxy-phenylamino)-thieno[2,3-d]pyrimidine-6-carboxylic acid [2-methyl-5-(3-trifluoromethyl-benzoylamino)-phenyl]-amide CC1=C(C=C(C=C1)NC(C1=CC(=CC=C1)C(F)(F)F)=O)NC(=O)C1=CC2=C(N=CN=C2NC2=CC=C(C=C2)OC(F)(F)F)S1